C(C)(C)(C)N1C=C(C=2C1=NC(=CC2)C(=O)N2C(CNCC2)(C)C)C2=CC(=C(C=C2)C(F)(F)F)F 4-(1-(tert-butyl)-3-(3-fluoro-4-(trifluoromethyl)phenyl)-1H-pyrrolo[2,3-b]pyridine-6-carbonyl)-3,3-dimethylpiperazin